ClC1=C(C=C(C=2C3=C(NC12)CCNC(C3)=O)C=3C=NNC3)Cl 7,8-dichloro-10-(1H-pyrazol-4-yl)-3,4,5,6-tetrahydroazepino[4,5-b]indol-2(1H)-one